4-{4-[(4-ethynylthiophen-3-yloxy)methyl]phenethyl}morpholine tungsten-titanium-copper [Cu].[Ti].[W].C(#C)C=1C(=CSC1)OCC1=CC=C(CCN2CCOCC2)C=C1